5-(2-methoxypyrimidin-5-yl)-1-((2-(trimethylsilyl)ethoxy)methyl)-1H-pyrazolo[3,4-b]pyridine COC1=NC=C(C=N1)C=1C=C2C(=NC1)N(N=C2)COCC[Si](C)(C)C